C(C)C(C(CO)CO)O Ethyl-2-(hydroxymethyl)-propan-1,3-diol